C(#N)[C@@H](C[C@H]1C(NCCC1)=O)NC(=O)[C@@H]1N([C@H]2CC([C@@H]1CC2)(F)F)C([C@@H](C2=CC=CC=C2)O)=O (1R,3R,4R)-N-((R)-1-cyano-2-((S)-2-oxopiperidin-3-yl)ethyl)-5,5-difluoro-2-((R)-2-hydroxy-2-phenylacetyl)-2-azabicyclo[2.2.2]octane-3-carboxamide